2-Phenyl-[1,2,4]triazolo[1,5-c]quinazolin-5(6H)-one C1(=CC=CC=C1)C1=NN2C(NC=3C=CC=CC3C2=N1)=O